N1NCC2CCC(CC12)O Octahydroindazol-6-ol